C(C)N(C=1C2=C(N=C(N1)C1=NC=CC=C1)CCC2)CC2=NC=CC=N2 N-ethyl-2-(pyridin-2-yl)-N-[(pyrimidin-2-yl)methyl]-5H,6H,7H-cyclopenta[d]pyrimidin-4-amine